C(C)(C)(C)P(C1=C(C=CC=C1)C1=C(C=C(C=C1C(C)C)C(C)C)C(C)C)C(C)(C)C ditert-butyl-(2-(2,4,6-triisopropylphenyl)phenyl)phosphane